Cl.O1COC2=C1C=CC(=C2)N(C(C2=CC(=CC=C2)N2N=C(C1=C2CC2CCC1N2)C(F)(F)F)=O)C N-(Benzo[d][1,3]dioxol-5-yl)-N-methyl-3-(3-(trifluoromethyl)-5,6,7,8-tetrahydro-4,7-epiminocyclohepta[c]pyrazol-1(4H)-yl)benzamid Hydrochlorid